FC=1C=CC2=C(CCO2)C1CNC1=NC=C(C=2N1C=NN2)C=2C=1N(C(=NC2)C(C)(C)O)N=C(N1)C 2-(8-(5-(((5-fluoro-2,3-dihydrobenzofuran-4-yl)methyl)amino)-[1,2,4]triazolo[4,3-c]pyrimidin-8-yl)-2-methyl-[1,2,4]triazolo[1,5-c]pyrimidin-5-yl)propan-2-ol